CN([C@H]1CN(CC1)C(=O)C=1C=C2C(=NNC2=CC1)C#CC1=C(C=CC=C1)N1CCOCC1)C (R)-(3-(dimethylamino)pyrrolidin-1-yl)(3-((2-morpholinophenyl)ethynyl)-1H-indazol-5-yl)methanone